6-chloro-3-methoxy-8-(4,4,5,5-tetramethyl-1,3,2-dioxaborolan-2-yl)quinoline tert-butyl-(5-((3-((tert-butoxycarbonyl)amino)-3-methylbutyl)amino)-2-methylpentan-2-yl)carbamate C(C)(C)(C)N(C(O)=O)C(C)(CCCNCCC(C)(C)NC(=O)OC(C)(C)C)C.ClC=1C=C2C=C(C=NC2=C(C1)B1OC(C(O1)(C)C)(C)C)OC